tert-butyl N-[2-(8-fluoro-6-formyl-2-methyl-6,7-dihydro-5H-cyclopenta[f]benzimidazol-3-yl)ethyl]carbamate FC1=C2C(=CC3=C1N=C(N3CCNC(OC(C)(C)C)=O)C)CC(C2)C=O